BrC1=C(N=C(S1)N(C1CCN(CC1)C)C(=O)OC(C)(C)C)C(=O)OCC ethyl 5-bromo-2-((tert-butoxycarbonyl)(1-methylpiperidin-4-yl)amino)thiazole-4-carboxylate